[4-(3-cyanophenyl)sulfonylmorpholin-2-yl]benzothiophene-2-carboxamide C(#N)C=1C=C(C=CC1)S(=O)(=O)N1CC(OCC1)C1=C(SC2=C1C=CC=C2)C(=O)N